CN1C(CN(CC1)C1=CC(=NC=C1)NC=1SC2=C(N1)C=CC(=C2)C2=CC=NC=C2)=O 1-methyl-4-(2-((6-(pyridin-4-yl)benzo[d]thiazol-2-yl)amino)pyridin-4-yl)-piperazin-2-one